dimethyl-N'-(3,4-dichlorophenyl)urea CN(C(=O)NC1=CC(=C(C=C1)Cl)Cl)C